5-(2-isobutyrylamino-4-methylthiazol-5-yl)-2-methoxyphenylsulphonamide C(C(C)C)(=O)NC=1SC(=C(N1)C)C=1C=CC(=C(C1)S(=O)(=O)N)OC